FC(C=1C(=C(C=CC1)[C@@H](C)NC=1C2=C(N=C(N1)C)C=NC(=C2)N2CC1(CC1C2)NC(OC(C)(C)C)=O)F)F tert-butyl {3-[4-({(1R)-1-[3-(difluoromethyl)-2-fluorophenyl]ethyl}amino)-2-methylpyrido[3,4-d]pyrimidin-6-yl]-3-azabicyclo[3.1.0]hexan-1-yl}carbamate